2-(3-chloro-2,4,5-trifluorobenzamido)benzo[d]thiazole-6-carboxylic acid ClC=1C(=C(C(=O)NC=2SC3=C(N2)C=CC(=C3)C(=O)O)C=C(C1F)F)F